ClC1=C(C(=CC=C1)F)NC(=O)C1=CC(=C(C=C1O[C@H](C(F)(F)F)C)C1(N(C(CC1)=O)C(=O)N)CO)F (4-((2-chloro-6-fluorophenyl)carbamoyl)-2-fluoro-5-(((S)-1,1,1-trifluoropropan-2-yl)oxy)phenyl)-2-(hydroxymethyl)-5-oxopyrrolidine-1-carboxamide